C(#C)C1=CC(=C2C=CC=NC2=C1)C1(CC1)C=1C(=C(C(=O)N)C=C(C1)OCC1N(CC1)C)C (1-(7-ethynylquinolin-5-yl)cyclopropyl)-2-methyl-5-((1-methyl-azetidin-2-yl)methoxy)benzamide